(R)-(3-(Pyrrolidin-3-ylmethyl)-3-azaspiro[5.5]undec-9-yl)carbamic acid benzyl ester hydrochloride Cl.C(C1=CC=CC=C1)OC(NC1CCC2(CCN(CC2)C[C@H]2CNCC2)CC1)=O